C(C(=O)OC)(=O)OC(C#C)(C(C)C)C 3,4-Dimethylpent-1-yn-3-yl methyl oxalate